3,5-diethylbromobenzene CCC1=CC(=CC(=C1)Br)CC